methyl-2-(4-(4-(4-(diphenylmethoxy) piperidin-1-yl)-butyryl) phenyl)-2-methylpropionate COC(C(C)(C)C1=CC=C(C=C1)C(CCCN1CCC(CC1)OC(C1=CC=CC=C1)C1=CC=CC=C1)=O)=O